C(\C=C\CCC)(=O)OCC\C=C/CC [(Z)-hex-3-enyl] (E)-hex-2-enoate